potassium 5,7-dimethyl-7H-pyrrolo[2,3-d]pyrimidine-4-carboxylate CC1=CN(C=2N=CN=C(C21)C(=O)[O-])C.[K+]